2,3,4-trimethyl-1,3-pentanediol monoisobutyrate C(C(C)C)(=O)O.CC(CO)C(C(C)C)(O)C